ClC1(C(C(=O)N)C=CC(=C1)NC=1C=2N(C=CN1)C(=CN2)C=2C(=NN(C2)CC#N)C(F)(F)F)C 2-chloro-4-[[3-[1-(cyanomethyl)-3-(trifluoromethyl)pyrazol-4-yl]imidazo[1,2-a]pyrazin-8-yl]amino]-2-methylbenzamide